1-(4-(benzyloxy)phenyl)-3-(4-chlorobenzyl)urea C(C1=CC=CC=C1)OC1=CC=C(C=C1)NC(=O)NCC1=CC=C(C=C1)Cl